1,2,3,3-tetramethyl-3H-indolium phosphate P(=O)([O-])([O-])[O-].C[N+]1=C(C(C2=CC=CC=C12)(C)C)C.C[N+]1=C(C(C2=CC=CC=C12)(C)C)C.C[N+]1=C(C(C2=CC=CC=C12)(C)C)C